N-(3-chloro-5-methanesulfonamidophenyl)-1-[3-(phenoxymethyl)pyridin-2-yl]-1H-pyrazole-4-carboxamide ClC=1C=C(C=C(C1)NS(=O)(=O)C)NC(=O)C=1C=NN(C1)C1=NC=CC=C1COC1=CC=CC=C1